2-[4-(pyridin-2-yl)-1,2,3-triazol-2-yl]pyrimidine N1=C(C=CC=C1)C1=NN(N=C1)C1=NC=CC=N1